(S)-N-((S)-8-Cyclopropyl-1-(5-(2-methoxypyridin-3-yl)-1H-imidazol-2-yl)-7-oxooctyl)-6-ethyl-6-azaspiro[2.5]octan-1-carboxamid C1(CC1)CC(CCCCC[C@@H](C=1NC(=CN1)C=1C(=NC=CC1)OC)NC(=O)[C@H]1CC12CCN(CC2)CC)=O